C(C=C)OC1=CC2=C(N=C(S2)Cl)C=C1 6-(allyloxy)-2-chlorobenzo[d]thiazole